Methyl 8-bromo-6-fluoro-[1,2,4]triazolo[1,5-a]pyridine-5-carboxylate BrC=1C=2N(C(=C(C1)F)C(=O)OC)N=CN2